N1(CCOCC1)C1=CC=C(C=C1)C(C=CC1=CC=C(OCC(=O)O)C=C1)=O 2-[4-[3-(4-Morpholin-4-ylphenyl)-3-oxoprop-1-enyl]phenoxy]acetic acid